FC1=C(C(=O)OC)C=C(C(=C1C1=CN=CN1CCO)O)F Methyl 2,5-difluoro-4-hydroxy-3-(1-(2-hydroxyethyl)-1H-imidazol-5-yl)benzoate